CN1N=CC(=C1)C#CC1=C(NC2=NC=CC=C21)C2=C(C=C(C=C2)C)C2=CC=CC=C2 3-((1-methyl-1H-pyrazol-4-yl)ethynyl)-2-(5-methyl-[1,1'-biphenyl]-2-yl)-1H-pyrrolo[2,3-b]pyridine